1-cyclopentyl-1-methyl-urea C1(CCCC1)N(C(=O)N)C